C(CCCCCCCCCCC)(=O)[O-].[Na+] sodium laurate salt